[Fe](C#N)C#N.[Cu] Copper iron cyanide